(S)-3-methyl-2-(8-(3-(3,4,5-trimethoxyphenyl)ureido)dibenzo[b,d]furan-3-sulfonamido)butanoic acid CC([C@@H](C(=O)O)NS(=O)(=O)C=1C=CC2=C(OC3=C2C=C(C=C3)NC(=O)NC3=CC(=C(C(=C3)OC)OC)OC)C1)C